ClC1=NC=C(C(=C1)C1=C(C=NC(=C1)C)C(=O)NC=1SC2=C(N1)CN(C2)C(C2=NC=CC=C2O)=O)OC 2'-chloro-N-(5-(3-hydroxypicolinoyl)-5,6-dihydro-4H-pyrrolo[3,4-d]thiazol-2-yl)-5'-methoxy-6-methyl-[4,4'-bipyridine]-3-carboxamide